1-({[(1S)-1-(4-Acetyl-3,5-Diethoxyphenyl)Ethyl](4-Phenylbutyl)Carbamoyl}Amino)-3,3-Difluorocyclobutane-1-Carboxylic Acid C(C)(=O)C1=C(C=C(C=C1OCC)[C@H](C)N(C(=O)NC1(CC(C1)(F)F)C(=O)O)CCCCC1=CC=CC=C1)OCC